NC1=C(C=C(C=N1)C#CC=1C(=CC(=C(C(=O)NC=2C=C3C(CC(C3=CC2)N2CCN(CC2)C)(F)F)C1)F)C)OC(F)(F)F 5-((6-amino-5-(trifluoromethoxy)pyridin-3-yl)ethynyl)-N-(3,3-difluoro-1-(4-methylpiperazin-1-yl)-2,3-dihydro-1H-inden-5-yl)-2-fluoro-4-methylbenzamide